OC=1C(=NC=CC1NC1=C(C(C1=O)=O)N[C@H](C(C)(C)C)C1=NN(C=C1OC)C)C(=O)N(C)C(C)C (R)-3-hydroxy-N-isopropyl-4-((2-((1-(4-methoxy-1-methyl-1H-pyrazol-3-yl)-2,2-dimethylpropyl)amino)-3,4-dioxocyclobut-1-en-1-yl)amino)-N-methylpyridinecarboxamide